2-[2-tert-butyl-5,8-dioxo-6-(propan-2-yl)-5,6,7,8-tetrahydro-4H-pyrazolo[1,5-a]pyrrolo[3,4-d]pyrimidin-4-yl]-N-(pyridin-2-yl)acetamide C(C)(C)(C)C1=NN2C(N(C3=C(C2=O)CN(C3=O)C(C)C)CC(=O)NC3=NC=CC=C3)=C1